C[C@@H]1[C@H](CNC1)NC1=NC(=CC=C1)C1=CN=C2N1C=CC(=C2)OC(F)(F)F N-((3R,4S)-4-methylpyrrolidin-3-yl)-6-(7-(trifluoromethoxy)imidazo[1,2-a]pyridin-3-yl)pyridin-2-amine